N-(cis-4-((4-Methoxy-5-(pyrazolo[1,5-a]pyridin-5-yl)pyrrolo[2,1-f][1,2,4]triazin-2-yl)amino)cyclohexyl)acetamide COC1=NC(=NN2C1=C(C=C2)C2=CC=1N(C=C2)N=CC1)N[C@H]1CC[C@H](CC1)NC(C)=O